CNC(COC=1C(N(C2=CC=C(C=C2C1)[N+](=O)[O-])C)=O)=O N-Methyl-2-((1-methyl-6-nitro-2-oxo-1,2-dihydroquinolin-3-yl)oxy)acetamide